O=C1NC(CC[C@@H]1C=1C=C2C=NN(C2=CC1)CC1CCC(CC1)C(=O)O)=O |r| 4-({5-[(3RS)-2,6-dioxopiperidin-3-yl]indazol-1-yl}methyl)cyclohexane-1-carboxylic acid